C(C1=CC=CC=C1)OCC1=C(N=NC(=C1C)Cl)N 4-[(Benzyloxy)methyl]-6-chloro-5-methylpyridazin-3-amine